O=CCNC(CCCOC1=CC=CC=C1)=O N-(2-oxoethyl)-4-phenoxybutanamide